2-((3-(dimethylamino)propyl)(methyl)amino)-1-ethanol CN(CCCN(CCO)C)C